2-((S)-4-(7-(8-chloronaphthalen-1-yl)-2-(((S)-1-methylpyrrolidin-2-yl)methoxy)-1,5-naphthyridin-4-yl)-1-(2-fluoroacryloyl)piperazin-2-yl)acetonitrile ClC=1C=CC=C2C=CC=C(C12)C1=CN=C2C(=CC(=NC2=C1)OC[C@H]1N(CCC1)C)N1C[C@@H](N(CC1)C(C(=C)F)=O)CC#N